C(C)C(C(=O)O)CCCCCCC ethylpelargonic acid